C1=CC=CC=2C3=CC=CC=C3C(C12)CO 9-fluorenemethanol